FC1=C2C=CN(C2=C(C=C1)C(=O)NC1CC2(CCC2)C1)CC1=CC=C(C=C1)C1=CC=NC=C1 6-(4-fluoro-1-(4-(pyridin-4-yl)benzyl)-1H-indole-7-carboxamido)spiro[3.3]heptane